acetylthiopropionaldehyde C(C)(=O)C(C=S)C